C1=C(C=CC=2C3=CC=C(C=C3CC12)C(=O)[O-])C(=O)[O-] 2,7-fluorenedicarboxylate